6-hydroxy-4-[(1-methyl-5-phenyl-1H-pyrazol-4-yl)methyl]-5-oxo-4,5-dihydrothieno[3,2-b]pyridine-7-carboxylic acid OC1=C(C2=C(N(C1=O)CC=1C=NN(C1C1=CC=CC=C1)C)C=CS2)C(=O)O